C1(CC1)[C@]1(C(N(C[C@H]1C)C=1C=2N(C=C(N1)C=1C=NC(=CC1)C(F)(F)F)N=CC2)=O)C#N (3R,4S)-3-cyclopropyl-4-methyl-2-oxo-1-[6-[6-(trifluoromethyl)pyridin-3-yl]pyrazolo[1,5-a]pyrazin-4-yl]pyrrolidine-3-carbonitrile